ClC=1C=C(C=C(C1)NS(=O)(=O)C)NC(=O)C=1SC(=C(C1)C1=NC=C(C=C1F)OC(C)C)C N-(3-chloro-5-(methylsulfonamido)phenyl)-4-(3-fluoro-5-isopropoxypyridin-2-yl)-5-methylthiophene-2-carboxamide